Pentanoic acid {2-chloro-4-[(5-chloro-thiophen-2-ylmethyl)-amino]-phenyl}-amide ClC1=C(C=CC(=C1)NCC=1SC(=CC1)Cl)NC(CCCC)=O